3-{4-[5-(cyclohexylmethyl)pyrimidin-2-yl]piperazin-1-yl}-6-(1-methyl-1H-pyrazol-4-yl)pyrazolo[1,5-a]pyridine C1(CCCCC1)CC=1C=NC(=NC1)N1CCN(CC1)C=1C=NN2C1C=CC(=C2)C=2C=NN(C2)C